BrCCCCC(CO)CCCCCCCC 2-(4-bromobutyl)decan-1-ol